FC1=C(C=C(C=C1)NC(=O)[C@]12[C@H]3C[C@@H]([C@@H]([C@@]2(C1)C1=CC(=NC=C1)OC)O3)O)C(F)(F)F |r| rac-(1r,2r,4s,5r,6s)-N-(4-fluoro-3-(trifluoromethyl)phenyl)-6-hydroxy-4-(2-methoxypyridin-4-yl)-8-oxatricyclo[3.2.1.02,4]octane-2-carboxamide